CC1=NC(=CC(=C1)C1=CC=C2C=3C=C(C=CC3NC2=C1)C1=CCN(CC1)C(=O)OCCCC)C butyl 4-(7-(2,6-dimethylpyridin-4-yl)-9H-carbazol-3-yl)-5,6-dihydropyridine-1(2H)-carboxylate